(±)-3-(2,4-Difluoro-phenyl)-N-[1-(2,3-dihydro-benzofuran-5-yl)-ethyl]-acrylamide FC1=C(C=CC(=C1)F)C=CC(=O)N[C@H](C)C=1C=CC2=C(CCO2)C1 |r|